ClC1=C(OC2=C(C=CC3=C2NC(=NS3(=O)=O)NCC3=NC=CC=C3F)C#N)C=CC=C1 5-(2-chlorophenoxy)-3-(((3-fluoropyridin-2-yl)methyl)amino)-4H-benzo[e][1,2,4]thiadiazine-6-carbonitrile 1,1-dioxide